[IH2+].CN1CC=C(C2=CC=CC=C12)C1=CC=CC=C1 1-methyl-4-phenylquinoline iodonium salt